6-chloro-7-fluorobenzo[e][1,2,4]triazine-1-oxide ClC=1C(=CC2=C(N=CN=[N+]2[O-])C1)F